FC1(CC(C1)C(=O)N1CCN(CC1)C1=C(C=CC=C1)C=CC(=O)NO)F 3-(2-(4-(3,3-difluorocyclobutane-1-carbonyl)piperazin-1-yl)phenyl)-N-hydroxyacrylamide